N,N-dimethylaminoethyl methacrylate diethyl-sulfate Salt C(C)OS(=O)(=O)OCC.C(C(=C)C)(=O)OCCN(C)C